C(C(=C)C)(=O)OCCNC(C(=C1C2=CC=CC=C2SC=2C(=CC=CC12)C(C)C)C#N)=O 2-(2-cyano-2-(4-isopropyl-9H-thioxanthen-9-ylidene) acetamido)ethyl methacrylate